C(C)(C)(C)OC(=O)N[C@H](C(=O)OC)CC(=C)C methyl (S)-2-((tert-butoxycarbonyl) amino)-4-methylpent-4-enoate